N-methoxy-2-((2-((4-(((3-(piperidin-3-yl)phenyl)amino)methyl)phenyl)amino)-5-(Trifluoromethyl)pyrimidin-4-yl)amino)benzamide CONC(C1=C(C=CC=C1)NC1=NC(=NC=C1C(F)(F)F)NC1=CC=C(C=C1)CNC1=CC(=CC=C1)C1CNCCC1)=O